C(C)(C)(C)OC(=O)N1C(=CC2=CC=C(C=C12)C#N)CN(CC1CCC1)C(=O)OC(C)(C)C 2-(((Tert-Butoxycarbonyl)(cyclobutylmethyl)amino)methyl)-6-cyano-1H-indole-1-carboxylic acid tert-butyl ester